24-[(2-fluorophenyl)(hydroxy)methyl]cholane-6(5)-ene-3β,4β-diol FC1=C(C=CC=C1)C(CCC[C@@H](C)[C@H]1CC[C@H]2[C@@H]3CC=C4[C@H]([C@H](CC[C@]4(C)[C@H]3CC[C@]12C)O)O)O